C(C)(=O)OC1=C2C(=NC(=C1)[N+](=O)[O-])CCO2 (5-nitro-2,3-dihydrofuro[3,2-b]pyridin-7-yl) acetate